CN1C(C=CC2=CC=CC=C12)C(=O)[O-] N-methylquinolinate